(4-(3-fluoro-2-(trifluoromethyl)phenyl)piperidin-1-yl)(5-(oxetan-3-yl)-4,5,6,7-tetrahydro-1H-pyrazolo[4,3-c]pyridin-3-yl)methanone FC=1C(=C(C=CC1)C1CCN(CC1)C(=O)C1=NNC2=C1CN(CC2)C2COC2)C(F)(F)F